FC(C1=CC=C(C=C1)S(=O)(=O)N1CC2(C3=CC=CC=C13)CCCCC2)F 1'-((4-(difluoromethyl)phenyl)sulfonyl)spiro[cyclohexane-1,3'-indolin]